2-(2',4'-bis(10-methylphenazin-5(10H)-yl)-[1,1'-biphenyl]-3-yl)benzo[d]thiazole CN1C2=CC=CC=C2N(C=2C=CC=CC12)C1=C(C=CC(=C1)N1C=2C=CC=CC2N(C2=CC=CC=C12)C)C1=CC(=CC=C1)C=1SC2=C(N1)C=CC=C2